C(C)(C)(C)OC(NC1CC2(C1)CCN(CC2)C2=C(C=C(C=C2)[N+](=O)[O-])F)=O (7-(2-fluoro-4-nitrophenyl)-7-azaspiro[3.5]nonan-2-yl)carbamic acid tert-butyl ester